C(C1=CC=CC=C1)OC1=C(N(N=C1C)CC)C=1N(C(=NN1)S)CC1=CC=C(C=C1)OC 5-(4-benzyloxy-2-ethyl-5-methyl-pyrazol-3-yl)-4-[(4-methoxyphenyl)methyl]-1,2,4-triazole-3-thiol